C=C(COCCC#N)CCCCCCC=C 3-((2-Methylenedec-9-en-1-yl)oxy)propionitrile